Cl.NCC1=NNC(C2=CC=C(C=C12)C=1C=NN(C1N1C(C2(C3=CC(=CC=C13)F)CC2)=O)C)=O 1'-(4-(4-(aminomethyl)-1-oxo-1,2-dihydro-phthalazin-6-yl)-1-methyl-1H-pyrazol-5-yl)-5'-fluoro-spiro[cyclopropan-1,3'-indolin]-2'-one hydrochloride